C(CCCCCCC)OC1=CC(=C(C(=O)C2=CC=CC=C2)C=C1)O 4-octoxy-2-hydroxybenzophenone